BrC1=C(N=C(S1)CCC(=O)OCC)C1=CC=C(C=C1)C1=CC=C(C=C1)F ethyl 3-(5-bromo-4-(4'-fluorobiphenyl-4-yl)thiazol-2-yl)propanoate